FC(C(C=CC(C(C(F)(F)F)(F)F)(C(F)(F)F)F)(C(F)(F)F)F)(F)F 1,1,1,2,5,6,6,7,7,7-decafluoro-2,5-bis(trifluoromethyl)hept-3-ene